3-amino-5-(3,5-difluorophenoxy)benzoic acid NC=1C=C(C(=O)O)C=C(C1)OC1=CC(=CC(=C1)F)F